(6-cyanopyridin-3-yl)-N-phenethyl-1H-imidazole-1-carboxamide C(#N)C1=CC=C(C=N1)C=1N(C=CN1)C(=O)NCCC1=CC=CC=C1